C(C)(C)C1=CC=C(C=C1)C1CO1 2-(4-isopropylphenyl) ethylene oxide